nickel-chromium-silicon alloyl-nickel C(C=C)(=O)[Ni].[Si].[Cr].[Ni]